COC([C@H](N)[C@@H](O)CC(O)=O)C(C)(C)OC 5,6-dimethoxy-statine